C(C=C)OC1=C(C=C(C=C1)/C=C/C(=O)NC([C@@H](NNCCCC)CCSC)=O)OC (E)-3-(4-(allyloxy)-3-methoxyphenyl)-N-(butylaminomethionyl)acrylamide